FC=1C=C(C=CC1)C=1N=NN(C1)[C@H]1[C@H]([C@H](O[C@H]([C@@H]1O)CN1C(CN(CC1)C1=CC=C(C=C1)O)CO)CO)O (2R,3R,4R,5R,6S)-4-(4-(3-fluorophenyl)-1H-1,2,3-triazol-1-yl)-2-(hydroxymethyl)-6-((2-(hydroxymethyl)-4-(4-hydroxyphenyl)piperazin-1-yl)methyl)tetrahydro-2H-pyran-3,5-diol